BrC1=CC=2C(N=C1)=NN(C2)C(C)(C)C 5-bromo-2-tertbutyl-2H-pyrazolo[3,4-b]pyridine